rac-tert-butyl ((1r,4r)-4-(((2-chloro-4-((3-(2,3-difluoro-4-methoxyphenyl)imidazo[1,2-a]pyrazin-8-yl)amino)phenyl)sulfonyl) methyl)cyclohexyl)carbamate ClC1=C(C=CC(=C1)NC=1C=2N(C=CN1)C(=CN2)C2=C(C(=C(C=C2)OC)F)F)S(=O)(=O)CC2CCC(CC2)NC(OC(C)(C)C)=O